4-((S)-2-((S)-2-amino-3-methylbutanamido)-5-ureidopentanamido)benzyl tert-butyl ethane-1,2-diylbis(methylcarbamate) C(CN(C(OC(C)(C)C)=O)C)N(C(OCC1=CC=C(C=C1)NC([C@H](CCCNC(=O)N)NC([C@H](C(C)C)N)=O)=O)=O)C